3-ethoxypropyl methacrylate 2-(2-ethoxyethoxy)ethyl-methacrylate C(C)OCCOCCOC(C(=C)C)=O.C(C(=C)C)(=O)OCCCOCC